CN1CCC(CC1)OC1=NC=NC2=CC=C(C=C12)C1=CNC2=NC=C(C=C21)C(=O)NC=2C=NN(C2)C2CCNCC2 3-(4-((1-methylpiperidin-4-yl)oxy)quinazolin-6-yl)-N-(1-(piperidin-4-yl)-1H-pyrazol-4-yl)-1H-pyrrolo[2,3-b]pyridine-5-carboxamide